C1(\C=C\CCCCC1)OC(=O)N[C@@H](CCCCN)C(=O)O ((((E)-cyclooct-2-en-1-yl)oxy)carbonyl)-L-lysine